10-(2,2-difluoro-ethoxy)-9-methoxy-1-methyl-2-[(tetrahydro-furan-2-ylmethyl)-amino]-6,7-dihydro-pyrido[2,1-a]isoquinolin-4-one FC(COC1=C(C=C2CCN3C(C2=C1)=C(C(=CC3=O)NCC3OCCC3)C)OC)F